1-Bromotridecane BrCCCCCCCCCCCCC